BrC1=NNC2=C(C=CC=C12)C 3-bromo-7-methyl-1H-indazole